C[C@H]1OC2=C(SC=3C(NC(=C(C1)C32)CN3[C@@H](CC3)C)=O)C=3C=NNC3 (R)-4-methyl-6-(((R)-2-methylazetidin-1-yl)methyl)-2-(1H-pyrazol-4-yl)-5,7-dihydro-3-oxa-1-thia-7-azaacenaphthylen-8(4H)-one